(2-((4-bromo-2-((tert-butoxycarbonyl)imino)-3-methyl-2,3-dihydro-1H-imidazol-1-yl)methyl)propane-1,3-diyl)dicarbamic acid di-tert-butyl ester C(C)(C)(C)OC(NCC(CNC(OC(C)(C)C)=O)CN1C(N(C(=C1)Br)C)=NC(=O)OC(C)(C)C)=O